NC1=NN2C(C=CC(=C2)CO)=N1 (2-amino-[1,2,4]triazolo[1,5-a]pyridin-6-yl)methanol